(S)-N-(3-chloro-4-cyclopropoxy-2-fluorophenyl)-6-(pyrrolidin-3-yloxy)pyrido[3,2-d]pyrimidin-4-amine ClC=1C(=C(C=CC1OC1CC1)NC=1C2=C(N=CN1)C=CC(=N2)O[C@@H]2CNCC2)F